4-(6-((2-chloro-4-(Methoxycarbonyl)benzyl)oxy)pyridin-2-yl)piperidine-1-carboxylic acid tert-butyl ester C(C)(C)(C)OC(=O)N1CCC(CC1)C1=NC(=CC=C1)OCC1=C(C=C(C=C1)C(=O)OC)Cl